S1N=C(C2=C1C=CC=C2)C(=O)NC2=C1C(=NC(=C2)C(=O)OC)C(N(C1C1=C(C=CC=C1)Cl)CC1=CC=C(C=C1)OC)=O Methyl 4-(1,2-benzothiazole-3-amido)-5-(2-chlorophenyl)-6-[(4-methoxyphenyl)methyl]-7-oxo-5H,6H,7H-pyrrolo[3,4-b]pyridine-2-carboxylate